O-phenyl S-(1-phenylethyl) dithiocarbonate C(SC(C)C1=CC=CC=C1)(OC1=CC=CC=C1)=S